CC(C(=O)OCC)(CCC)C ethyl dimethyl-pentanoate